N-(4-fluoro-3-((5-(6-fluoropyridin-3-yl)-2-((1-methyl-1H-pyrazol-4-yl)amino)pyrimidin-4-yl)amino)phenyl)acrylamide FC1=C(C=C(C=C1)NC(C=C)=O)NC1=NC(=NC=C1C=1C=NC(=CC1)F)NC=1C=NN(C1)C